N,N',N''-triisopropyldiethylenetriamine C(C)(C)NCCN(CCNC(C)C)C(C)C